[Sn](Cl)(Cl)Cl tin(III) chloride